tert-Butyl cis-4-((methylsulfonyl)oxy)-2-(trifluoromethyl)piperidine-1-carboxylate CS(=O)(=O)O[C@@H]1C[C@@H](N(CC1)C(=O)OC(C)(C)C)C(F)(F)F